methyl(oxo)((7-(5-(trifluoromethyl)-1,2,4-oxadiazol-3-yl)imidazo[1,2-a]pyridin-2-yl)methyl-sulfaneylidene)-3-(trifluoromethyl)benzamide CC1=C(C(C(C(=O)N=SCC=2N=C3N(C=CC(=C3)C3=NOC(=N3)C(F)(F)F)C2)C=C1)=O)C(F)(F)F